(1S,4S)-4-(8-((3,5-difluorophenyl)amino)-2-((4-methyltetrahydro-2H-pyran-4-yl)amino)-9H-purin-9-yl)cyclohexane-1-carboxamide FC=1C=C(C=C(C1)F)NC=1N(C2=NC(=NC=C2N1)NC1(CCOCC1)C)C1CCC(CC1)C(=O)N